2-(4-bromo-2,5-difluorobenzyl)-1-(2-methoxyethyl)-1H-benzo[d]Imidazole-6-carboxylic acid tert-butyl ester C(C)(C)(C)OC(=O)C=1C=CC2=C(N(C(=N2)CC2=C(C=C(C(=C2)F)Br)F)CCOC)C1